NC1=C2CCCC2=CC=C1C=1C=C(OCCCCCN2N=C(C=C2)S(=O)(=O)N(CC2=CC=C(C=C2)OC)CC2=CC=C(C=C2)OC)C=CC1 1-(5-(3-(4-amino-2,3-dihydro-1H-inden-5-yl)phenoxy)pentyl)-N,N-bis(4-methoxybenzyl)-1H-pyrazole-3-sulfonamide